rac-anti-dimethylsilanediyl-(2-methyl-4-phenyl-5-methoxy-6-tert-butyl-indenyl)(2-methyl-4-(4-tert-butylphenyl)indenyl)zirconium dichloride [Cl-].[Cl-].C[Si](=[Zr+2](C1C(=CC2=C(C=CC=C12)C1=CC=C(C=C1)C(C)(C)C)C)C1C(=CC2=C(C(=C(C=C12)C(C)(C)C)OC)C1=CC=CC=C1)C)C